C(CCC)C1=NC2(C(N1CC1=CC=C(C=C1)C=1C=C(C=CC1C#N)C1=CC=CC=C1)=O)COCC2 4''-((2-butyl-4-oxo-7-oxa-1,3-diazaspiro[4.4]non-1-en-3-yl)methyl)[1,1':3',1''-terphenyl]-4'-carbonitrile